5-(benzyloxy)-6-(3-methoxyazetidin-1-yl)pyrimidine-4-carboxylic acid C(C1=CC=CC=C1)OC=1C(=NC=NC1N1CC(C1)OC)C(=O)O